CC1=NN(C(=C1)C1=CC=2C=NC=CC2S1)C1=NC(=CC=C1)C 2-[3-methyl-1-(6-methylpyridin-2-yl)-1H-pyrazol-5-yl]thieno[3,2-c]pyridine